carbon silicon compound with carbon [C].[Si].[C]